3-([(3R,5S)-1-[(tert-butoxy)carbonyl]-5-(dimethylcarbamothioyl)pyrrolidin-3-yl]oxymethyl)benzoic acid C(C)(C)(C)OC(=O)N1C[C@@H](C[C@H]1C(N(C)C)=S)OCC=1C=C(C(=O)O)C=CC1